CC1CC(CN1C=1C2=C(N=C(N1)C1=CC=C(C=C1)C(F)(F)F)C=NC=C2)NC(C=C)=O N-(5-methyl-1-(2-(4-(trifluoromethyl)phenyl)pyrido[3,4-d]pyrimidin-4-yl)pyrrolidin-3-yl)acrylamide